FC1=C(C=C(C=C1)OC)C1=NC(=NC(=N1)NC1COC1)NC1=CC(=NC=C1)C(F)(F)F (2-Fluoro-5-methoxy-phenyl)-N-oxetan-3-yl-N'-(2-trifluoromethyl-pyridin-4-yl)-[1,3,5]triazine-2,4-diamine